CCCCCCC methyl-hexan